C(C)(C)(C1=CC=CC=C1)C1=C(C=CC=C1CCCCCCCC)O ortho-cumyl-octylphenol